CC1=NN=C(S1)NC(=O)C1=NN2C(C(N(CC2)CC2=NC=CC=C2C)=O)=C1C1CC1 3-cyclopropyl-5-(3-methylpyridin-2-ylmethyl)-4-oxo-4,5,6,7-tetrahydropyrazolo[1,5-a]pyrazine-2-carboxylic acid (5-methyl[1,3,4]thiadiazol-2-yl)amide